1-(3-(((1S,3S)-3-((5-(6-oxopyridazin-1(6H)-yl)pyridin-2-yl)amino)cyclopentyl)amino)-1,2,4-oxadiazol-5-yl)cyclopropane-1-carbonitrile O=C1C=CC=NN1C=1C=CC(=NC1)N[C@@H]1C[C@H](CC1)NC1=NOC(=N1)C1(CC1)C#N